ClC1=CC(=C(C=C1)N1CC(CC1)N(C(OC(C)(C)C)=O)C)F tert-butyl (1-(4-chloro-2-fluorophenyl)pyrrolidin-3-yl)(methyl)carbamate